tert-butyl {[4-(2-aminoethyl)morpholin-2-yl]methyl}carbamate NCCN1CC(OCC1)CNC(OC(C)(C)C)=O